3,3'-diamino-4,4'-dihydroxybiphenyl hydrochloride Cl.NC=1C=C(C=CC1O)C1=CC(=C(C=C1)O)N